C1(CC1)[C@]1(C(N(C[C@H]1C)C=1C=2N(N=CC1)C=C(C2)C=2C=NN(C2)C2CC2)=O)C#N (3R,4S)-3-cyclopropyl-1-[6-(1-cyclopropylpyrazol-4-yl)pyrrolo[1,2-b]pyridazin-4-yl]-4-methyl-2-oxopyrrolidine-3-carbonitrile